N-isopropyl-2-(piperazine-1-yl)pyridine-3-amine C(C)(C)NC=1C(=NC=CC1)N1CCNCC1